FC1=CC=C(C(=O)N(CCN2CCN(CC2)CCC=2SC=CC2)C2=CC=CC=C2)C=C1 4-fluoro-N-phenyl-N-(2-(4-(2-(thiophen-2-yl)ethyl)piperazin-1-yl)ethyl)benzamide